2,7-bis(diphenylphosphino)-9,9'-spirobi[fluorene] C1(=CC=CC=C1)P(C1=CC=2C3(C4=CC(=CC=C4C2C=C1)P(C1=CC=CC=C1)C1=CC=CC=C1)C1=CC=CC=C1C=1C=CC=CC13)C1=CC=CC=C1